p-methoxybenzoxybenzoic acid COC1=CC(=C(C(=O)O)C=C1)OCC1=CC=CC=C1